2-((2-fluorophenyl)-2-oxoethyl)malononitrile FC1=C(C=CC=C1)C(CC(C#N)C#N)=O